C(CCCCC)N1N(C(C=C1C)C)C 1-hexyl-2,3,5-trimethylpyrazole